C(C)C1=CC=C(C=C1)C1=CC=C(C=C1)C1CCC(CC1)C=C 4-ethyl-4'-(4-vinyl-cyclohexyl)-biphenyl